N-[3,5-difluoro-4-[6'-oxo-3'-(1H-pyrazol-3-yl)spiro[cyclopropane-1,5'-imidazo[1,2-a]imidazole]-7'-yl]phenyl]pyridine-2-carboxamide FC=1C=C(C=C(C1N1C(C2(N3C1=NC=C3C3=NNC=C3)CC2)=O)F)NC(=O)C2=NC=CC=C2